FC1=CC=C(OC2=C(C(=O)NCC3=CC=C(C(=O)O)C=C3)C=C(C=C2)C2=CC=NC=C2)C=C1 4-((2-(4-fluorophenoxy)-5-(pyridin-4-yl)benzamido)methyl)benzoic acid